4-methyl-2'-hydroxy-4'-methoxy-3'-(piperidin-1-yl)methyl-chalcone CC1=CC=C(C=C1)\C=C\C(=O)C1=C(C(=C(C=C1)OC)CN1CCCCC1)O